(1S,3R)-3-[3-({[4-(2-aminoethoxy)phenyl]acetyl} amino)-1H-pyrazol-5-yl]cyclopentylpropylcarbamate NCCOC1=CC=C(C=C1)CC(=O)NC1=NNC(=C1)[C@H]1C[C@@H](CC1)CCCNC([O-])=O